(E)-(8-(4-amino-6-(difluoromethoxy)-1,2-dimethyl-1H-benzo[d]imidazol-5-yl)-1-(2-ethoxyvinyl)indolizin-3-yl)(3,4,5-trifluorophenyl)methanone NC1=C(C(=CC=2N(C(=NC21)C)C)OC(F)F)C2=CC=CN1C(=CC(=C21)\C=C\OCC)C(=O)C2=CC(=C(C(=C2)F)F)F